1-(8-Amino-7-fluoro-6-(8-methyl-2,3-dihydro-1H-pyrido[2,3-b][1,4]oxazin-7-yl)isoquinolin-3-yl)-3-(2-fluorocyclopropyl)urea NC=1C(=C(C=C2C=C(N=CC12)NC(=O)NC1C(C1)F)C1=C(C2=C(OCCN2)N=C1)C)F